3-oxopropyl-(isopropyl)carbamic acid tert-butyl ester C(C)(C)(C)OC(N(C(C)C)CCC=O)=O